C1(CCC1)C(NS(=O)C(C)(C)C)C1=NC=CC=C1C=1C=NN(C1)C N-(cyclobutyl-(3-(1-methyl-1H-pyrazol-4-yl)pyridin-2-yl)methyl)-2-methylpropane-2-sulfinamide